N2-(4-isopropylphenethyl)-N4-(2-(4-methylpiperazin-1-yl)ethyl)quinazoline-2,4-diamine C(C)(C)C1=CC=C(CCNC2=NC3=CC=CC=C3C(=N2)NCCN2CCN(CC2)C)C=C1